3'-(trifluoromethyl)propiophenone FC(C=1C=C(C=CC1)C(CC)=O)(F)F